CC=1C(=NC=CC1)N1[C@H]([C@H](CC1)NS(=O)(=O)C)CO[C@@H]1CC[C@@H](CC1)C1=CC=CC=C1 N-((2R,3S)-1-(3-methylpyridin-2-yl)-2-((((CIS)-4-phenylcyclohexyl)oxy)methyl)pyrrolidin-3-yl)methanesulfonamide